CC1=CC=C(C=C1)S(=O)(=O)[O-].C[N+]1=CC=CC=C1Cl 2-chloro-1-methylpyridinium P-toluenesulfonate